(1-phenyl-1H-pyrazol-3-yl)-methanol C1(=CC=CC=C1)N1N=C(C=C1)CO